rac-benzyl (1R,2S,4R,6R)-4-ethoxy-2-(4-(methylamino)phenyl)-6-((4-(trifluoromethyl)phenoxy)methyl)cyclohexane-1-carboxylate C(C)O[C@@H]1C[C@@H]([C@H]([C@@H](C1)COC1=CC=C(C=C1)C(F)(F)F)C(=O)OCC1=CC=CC=C1)C1=CC=C(C=C1)NC |r|